(S)-6-(2-amino-6-fluoro-5-(2-fluoro-4-(3-isopropyl-4-methylpiperazin-1-yl)phenyl)pyridin-3-yl)-3,4-dihydroisoquinolin-1(2H)-one NC1=NC(=C(C=C1C=1C=C2CCNC(C2=CC1)=O)C1=C(C=C(C=C1)N1C[C@@H](N(CC1)C)C(C)C)F)F